3-Bromo-4-fluoro-1,1'-biphenyl-2',3',4',5',6'-d5 tert-butyl-(4-(6-carbamoyl-2-(1-ethyl-3-methyl-1H-pyrazol-5-yl)-9H-pyrimido[4,5-b]indol-8-yloxy)butyl)(methyl)carbamate C(C)(C)(C)OC(N(C)CCCCOC=1C=C(C=C2C3=C(NC12)N=C(N=C3)C3=CC(=NN3CC)C)C(N)=O)=O.BrC=3C=C(C=CC3F)C3=C(C(=C(C(=C3[2H])[2H])[2H])[2H])[2H]